COC(C(C(=O)OC)(OC)C1=NC(=NC=C1)Cl)=O 2-(2-Chloropyrimidin-4-yl)-2-methoxymalonic acid dimethyl ester